(3S)-1-cyclopropyl-3-isopropylpiperazine dihydrochloride Cl.Cl.C1(CC1)N1C[C@@H](NCC1)C(C)C